diglycerol sesquioleate C(CCCCCCC\C=C/CCCCCCCC)(=O)O.OCC(O)CO.OCC(O)CO